OC1=CC=CC(=C1)O 2,4-dihydroxybenzene